(-)-N-acetylneuraminic acid CC(=O)N[C@@H]1[C@H](C[C@](O[C@H]1[C@@H]([C@@H](CO)O)O)(C(=O)O)O)O